C(#N)C1=CC=C(C=N1)N(NC(CC(=O)OCC)=O)CC(=O)OCC ethyl 3-(2-(6-cyanopyridin-3-yl)-2-(2-ethoxy-2-oxoethyl) hydrazino)-3-oxopropanoate